ethyl 8-methyl-6-(trifluoromethyl)imidazo[1,2-a]pyridine-2-carboxylate CC=1C=2N(C=C(C1)C(F)(F)F)C=C(N2)C(=O)OCC